N-((1R)-8,9-difluoro-4-hydroxy-6-oxo-1,4,5,6-tetrahydro-2H-pyrano[3,4-c]isoquinolin-1-yl)-6-(difluoromethyl)-5-fluoro-N-methyl-1H-indole-2-carboxamide FC=1C(=CC=2C3=C(NC(C2C1)=O)C(OC[C@@H]3N(C(=O)C=3NC1=CC(=C(C=C1C3)F)C(F)F)C)O)F